1-[3-(2-amino-3-chloropyridin-4-yl)-5-hydroxymethyl-1H-pyrazolo[3,4-b]pyrazine-6-yl]-N-(2-fluorophenyl)-4-methylpiperidine-4-carboximidamide NC1=NC=CC(=C1Cl)C1=NNC2=NC(=C(N=C21)CO)N2CCC(CC2)(C(NC2=C(C=CC=C2)F)=N)C